FC1(CCC(CC1)C1=C(C(=O)N)C=CC=C1)F (4,4-difluorocyclohexyl)benzamide